Br.FC=1C=C(CN2C(NCC2)=N)C=CC1F 1-(3,4-difluorobenzyl)imidazolin-2-imine Hydrobromide